[Pd].C1(=CC=CC=C1)P(C1=CC=CC=C1)C1=CC=CC=C1.C1(=CC=CC=C1)P(C1=CC=CC=C1)C1=CC=CC=C1 Bistriphenylphosphine palladium